FC(OC1=CC=C(C=C1)C1=NC=CC(=C1)\C=C/1\C(NC(S1)=O)=O)(F)F (Z)-5-((2-(4-(trifluoromethoxy)phenyl)pyridin-4-yl)methylene)thiazolidin-2,4-dione